C1(=CC=CC=C1)C(C(=O)O)CCCCCCCCCCCCCC(=O)O phenylhexadecanedioic acid